4-(4-chlorophenyl)-N-cyclohexylpiperazine-1-carboxamide ClC1=CC=C(C=C1)N1CCN(CC1)C(=O)NC1CCCCC1